[Se](=O)([O-])[O-].[Co+2].[Li+] Lithium cobalt selenite